tert-butyl amino-6-((5-methylpyridin-2-yl) carbamoyl)-3,4-dihydroquinoline-1(2H)-carboxylate NC1N(C2=CC=C(C=C2CC1)C(NC1=NC=C(C=C1)C)=O)C(=O)OC(C)(C)C